C(CCCCCCCCCCC)SCC=1C=C(C(=C(C1)CSCCCCCCCCCCCC)O)C 4,6-bis(dodecylthiomethyl)o-cresol